N-(4-Fluorophenylmethyl)glycin FC1=CC=C(C=C1)CNCC(=O)O